C(C(O)CO)OC(CCCCCCC\C=C/CCCCCCCC)=O Glyceryloleat